(2E,2'E)-2,2'-(1-(5-((2,2,6,6-tetramethylpiperidin-1-yl)methyl)furan-2-yl)ethane-1,2-diylidene)bis(N-methylhydrazine-1-carbothioamide) CC1(N(C(CCC1)(C)C)CC1=CC=C(O1)\C(\C=N\NC(NC)=S)=N\NC(NC)=S)C